Tetra-Acetyl-Glucosamine C(C)(=O)N([C@]1(C(O)(O[C@@H]([C@H]([C@@H]1O)O)CO)C(C)=O)C(C)=O)C(C)=O